COC(=O)C=1C=C(C=2N(C1)N=C(C2C)C=2N(C1=C(C=CC=C1C2)OCC2=CC=CC=C2)CC2CC2)F 2-(7-(Phenylmethoxy)-1-(cyclopropylmethyl)-1H-indol-2-yl)-4-fluoro-3-methylpyrazolo[1,5-a]pyridine-6-carboxylic acid methyl ester